ClC1=NC=2C(=CC=CC2C=2N1N=C(N2)C=2C=NN(C2)CC)F 5-chloro-2-(1-ethyl-1H-pyrazol-4-yl)-7-fluoro[1,2,4]triazolo[1,5-c]quinazoline